BrCC(=O)C1=CC=C(C=C1)C#C 2-bromo-1-(4-ethynylphenyl)ethan-1-one